[N+](=O)([O-])C1=C(C(=O)[O-])C=CC=C1 nitrobenzoate